(2R,4R)-4-((6-(4-chlorophenyl)-2-(pyridin-3-yl)pyrimidin-4-yl)amino)pyrrolidine-2-carboxylic acid methyl ester COC(=O)[C@@H]1NC[C@@H](C1)NC1=NC(=NC(=C1)C1=CC=C(C=C1)Cl)C=1C=NC=CC1